NC1(CCN(CC1)C1=NC(=C2C(=N1)NN=C2C2=C(C(=NC=C2)OC)Cl)C(=O)N)C2=C(C=CC=C2)F 6-(4-amino-4-(2-fluorophenyl)piperidin-1-yl)-3-(3-chloro-2-methoxypyridin-4-yl)-1H-pyrazolo[3,4-d]pyrimidine-4-carboxamide